N1C=CC=2C1=NC=C(C2)OC2=C(C(=O)OC)C=CC(=C2)N2CCC1(CC(C1)=O)CC2 methyl 2-((1H-pyrrolo[2,3-b]pyridin-5-yl)oxy)-4-(2-oxo-7-azaspiro[3.5]nonan-7-yl)benzoate